N-((2'-(1H-tetrazol-5-yl)-[1,1'-biphenyl]-4-yl)methyl)-N-(4-azidopentyl)-L-valine N1N=NN=C1C1=C(C=CC=C1)C1=CC=C(C=C1)CN([C@@H](C(C)C)C(=O)O)CCCC(C)N=[N+]=[N-]